OC1=CC=CC2=C1C=1C(=C3C(=CC(NC3=CC1)(C)C)C)C(O2)=O 2,5-dihydro-10-hydroxy-5-oxo-2,2,4-trimethyl-1H-[1]benzopyrano[3,4-f]quinoline